C(C)(C)(C)S tert-butyl mercaptan